NC1=NC=2C=CC=CC2C2=C1N=C(N2CCCCN(C(C)=O)C2CCOCC2)CCOC N-(4-(4-amino-2-(2-methoxyethyl)-1H-imidazo[4,5-c]quinolin-1-yl)butyl)-N-(tetrahydro-2H-pyran-4-yl)acetamide